NC(CN1CCC2(CC(=NO2)C=2C=CC(=C(C(=O)NC=3C(=CC4=C(OC(O4)(F)F)C3)C(=O)NC3=CC(=C(C=C3)F)C(F)(F)F)C2)OC)CC1)=O 6-(5-(8-(2-amino-2-oxoethyl)-1-oxa-2,8-diazaspiro[4.5]dec-2-en-3-yl)-2-methoxybenzamido)-2,2-difluoro-N-(4-fluoro-3-(trifluoromethyl)phenyl)benzo[d][1,3]dioxole-5-carboxamide